CC1(OB(OC1(C)C)C1=C2C(=NC=C1)NC=C2)C 4-(4,4,5,5-tetramethyl-1,3,2-dioxaborolane-2-yl)-1H-pyrrolo[2,3-b]pyridine